5-amino-2-hydroxy-4'-sulfo-[1,1'-biphenyl]-3-carboxylic acid NC=1C=C(C(=C(C1)C1=CC=C(C=C1)S(=O)(=O)O)O)C(=O)O